Cl.NC/C(/COC=1C=C2CCN(C(C2=CC1)=O)CC(=O)NCCOC)=C\F [6-[(E)-2-(aminomethyl)-3-fluoro-allyloxy]-1-oxo-3,4-dihydroisoquinolin-2-yl]-N-(2-methoxyethyl)acetamide hydrochloride